BrC1=CC(=C(C=C1Cl)N1C[C@@H](N(CC1)C)C)[N+](=O)[O-] (S)-4-(4-bromo-5-chloro-2-nitrophenyl)-1,2-dimethylpiperazine